C(CCCCCCCCCCCCC)OC(C=C(C)N)=O 3-amino-2-butenoic acid tetradecyl ester